hydroxyphenylpropyl-amide O[N-]CCCC1=CC=CC=C1